CC1=CSC=C1CCCCCCCC 3-methyl-4-octyl-thiophene